FC1(CN(CC1)C1=NC(=NC2=C(C(=C(C=C12)C(F)(F)F)C1=CC=C(C2=C1N=C(S2)N)F)F)OC[C@]21CCCN1C[C@@H](C2)F)F 4-(4-(3,3-difluoropyrrolidin-1-yl)-8-fluoro-2-(((2R,7aS)-2-fluorotetrahydro-1H-pyrrolizin-7a(5H)-yl)methoxy)-6-(trifluoromethyl)quinazolin-7-yl)-7-fluorobenzo[d]thiazol-2-amine